C(C)N1CCC(CC1)C(=O)NC=1N=CC2=CC=C(C=C2C1)C1=CN=NN1C 1-ethyl-N-(6-(1-methyl-1H-1,2,3-triazol-5-yl)isoquinolin-3-yl)piperidine-4-carboxamide